N-(5-(3-(9H-purin-6-yl)pyridin-2-ylamino)-2-fluorophenyl)-6-(2-cyanopropan-2-yl)picolinamid N1=CN=C2NC=NC2=C1C=1C(=NC=CC1)NC=1C=CC(=C(C1)NC(C1=NC(=CC=C1)C(C)(C)C#N)=O)F